N-(8-bromoquinazolin-2-yl)-3-(tetrahydro-2H-pyran-4-yl)-2,3,4,5-tetrahydro-1H-benzo[d]azepin-7-amine BrC=1C=CC=C2C=NC(=NC12)NC1=CC2=C(CCN(CC2)C2CCOCC2)C=C1